tert-butyl 6-(2-(4,4-difluorocyclohexyl)acetyl)-2,6-diazaspiro[3.3]heptane-2-carboxylate FC1(CCC(CC1)CC(=O)N1CC2(CN(C2)C(=O)OC(C)(C)C)C1)F